(S)-2-(4-(1,1-difluoroethyl)phenyl)-5-phenyl-2,5,6,7-tetrahydro-3H-pyrrolo[2,1-c][1,2,4]triazol-3-one FC(C)(F)C1=CC=C(C=C1)N1N=C2N(C1=O)[C@@H](CC2)C2=CC=CC=C2